FC=1C=C2CCN(C2=C(C1)F)C(=O)C=1C=C2CN(C(C2=CC1)=O)C1C(NC(CC1)=O)=O 3-(5-(5,7-difluoroindoline-1-carbonyl)-1-oxoisoindolin-2-yl)piperidine-2,6-dione